N-[5-(3-cyclopropylphenyl)pyridin-2-yl]-2-methoxypyrimidine-5-carboxamide C1(CC1)C=1C=C(C=CC1)C=1C=CC(=NC1)NC(=O)C=1C=NC(=NC1)OC